N-((S)-2,2-dicyclopropyl-1-(5-(((S)-2-oxo-4-(trifluoromethyl)imidazolidin-1-yl)methyl)benzo[d]oxazol-2-yl)ethyl)-1-isopropyl-1H-pyrazole-5-carboxamide C1(CC1)C([C@@H](C=1OC2=C(N1)C=C(C=C2)CN2C(N[C@@H](C2)C(F)(F)F)=O)NC(=O)C2=CC=NN2C(C)C)C2CC2